[Co].[Cl] chlorine cobalt salt